ClC1=C(OCC=2C=C(SC2)C(=O)C=2C=NC=NC2)C=CC=C1Cl 5-({4-[(2,3-dichlorophenoxy)methyl]-2-thienyl}carbonyl)pyrimidin